Methyl (S)-3-Methyl-4-oxo-2,3,4,5-tetrahydrobenzo[b][1,4]oxazepine-8-carboxylate C[C@@H]1C(NC2=C(OC1)C=C(C=C2)C(=O)OC)=O